N-{[4-(5-methoxypyridine-2-sulfonyl)phenyl]methyl}thieno[2,3-c]pyridine-2-carboxamide COC=1C=CC(=NC1)S(=O)(=O)C1=CC=C(C=C1)CNC(=O)C1=CC=2C(=CN=CC2)S1